5-((5-((3'-(3-(8-oxa-2-azaspiro[4.5]decan-2-yl)propoxy)-2,2'-dimethyl-[1,1'-biphenyl]-3-yl)methoxy)-4-chloro-2-formylphenoxy)methyl)nicotinonitrile C1N(CCC12CCOCC2)CCCOC=2C(=C(C=CC2)C2=C(C(=CC=C2)COC=2C(=CC(=C(OCC=1C=NC=C(C#N)C1)C2)C=O)Cl)C)C